((2R,3R,4R,5R)-5-(2,4-dioxo-3,4-dihydropyrimidin-1(2H)-yl)-4-fluoro-3-hydroxy-4-methyltetrahydrofuran-2-yl) methyl-phenyl-(2-methyl-1-(2-methylbenzyloxy) propan-2-yl) phosphoramidate P(O[C@H]1O[C@H]([C@]([C@@H]1O)(C)F)N1C(NC(C=C1)=O)=O)(OC(COCC1=C(C=CC=C1)C)(CC1=C(C=CC=C1)C)C)(=O)N